tert-butyl (4-(4-(1-((2,4-diaminopyrimidin-5-yl)methyl)indolin-5-yl)benzamido)butyl)carbamate NC1=NC=C(C(=N1)N)CN1CCC2=CC(=CC=C12)C1=CC=C(C(=O)NCCCCNC(OC(C)(C)C)=O)C=C1